(trifluoromethyl)-1,3-benzenediamine FC(F)(F)C1=C(C=CC=C1N)N